C(C)(C)(C)OC(=O)N1C2CC(CC1CC2)N tert-butyl-3-amino-8-aza-bicyclo[3.2.1]octane-8-carboxylate